BrC=1C(=CC2=C(C(NS2(=O)=O)=O)C1)C(F)(F)F 5-bromo-6-(trifluoromethyl)benzo[d]isothiazol-3(2H)-one 1,1-dioxide